(1H-pyrrolo[2,3-b]pyridin-4-yl)boronic acid N1C=CC=2C1=NC=CC2B(O)O